FC1=CC=C(C=CC)C=C1 4-Fluoro-α-methylstyrol